(5R)-4-[(tert-butoxy)carbonyl]-2-fluoro-5-methyl-1,1-dioxo-1λ6-thiomorpholine-2-carboxylic acid C(C)(C)(C)OC(=O)N1CC(S(C[C@H]1C)(=O)=O)(C(=O)O)F